C(C)(C)(C)[Si](C1=CC=CC=C1)(C1=CC=CC=C1)OCCI tert-butyl(2-iodoethoxy)diphenylsilane